(3R)-5-[(4-chlorophenyl)methyl]-8-fluoro-7-(hydrazinecarbonyl)-4-oxo-2,3-dihydro-1,5-benzothiazepin-3-yl carbamate C(N)(O[C@H]1CSC2=C(N(C1=O)CC1=CC=C(C=C1)Cl)C=C(C(=C2)F)C(=O)NN)=O